5-(((trans)-3-(4-(2-(4-((6-(cyclopropyl(hydroxyl)methyl)pyridin-2-yl)methoxy)phenyl)propan-2-yl)phenoxy)cyclobutyl)amino)-2-(2,6-dioxopiperidin-3-yl)isoindolin-1,3-dione C1(CC1)C(C1=CC=CC(=N1)COC1=CC=C(C=C1)C(C)(C)C1=CC=C(O[C@@H]2C[C@H](C2)NC=2C=C3C(N(C(C3=CC2)=O)C2C(NC(CC2)=O)=O)=O)C=C1)O